7-(2-aminoethoxy)-6-chloro-1-methyl-4-(6-((1-(trifluoromethyl)cyclopropyl)ethynyl)-2,3-dihydrobenzo[e][1,4]oxazepin-1(5H)-yl)quinazolin-2(1H)-one NCCOC1=C(C=C2C(=NC(N(C2=C1)C)=O)N1CCOCC2=C1C=CC=C2C#CC2(CC2)C(F)(F)F)Cl